Methyl (S)-4-(1-(1-(4-chlorophenyl)-6-(trifluoromethyl)-2,3-dihydro-1H-imidazo[1,2-b]pyrazole-7-carboxamido)ethyl)benzoate ClC1=CC=C(C=C1)N1CCN2N=C(C(=C21)C(=O)N[C@@H](C)C2=CC=C(C(=O)OC)C=C2)C(F)(F)F